ClC1=C(C(=O)OC)C(=C(C=C1I)[N+](=O)[O-])C Methyl 2-chloro-3-iodo-6-methyl-5-nitrobenzoate